Methyl 3-(cyclopropylmethoxy)-4-methylbenzoate C1(CC1)COC=1C=C(C(=O)OC)C=CC1C